C(C1=CC=CC=C1)N1C(=CC(=C1)C1=C(C=CC(=C1)F)F)[C@@H](C(C)(C)C)N(CCCNC(OCC[Si](C)(C)C)=O)C(CCC)=O 11-{(1R)-1-[1-Benzyl-4-(2,5-difluorophenyl)-1H-pyrrol-2-yl]-2,2-dimethylpropyl}-2,2-dimethyl-6,12-dioxo-5-oxa-7,11-diaza-2-silapentadecane